benzyldimethyl-(2-hydroxyethyl)ammonium acetate C(C)(=O)[O-].C(C1=CC=CC=C1)[N+](CCO)(C)C